ClC=1C=C(C=CC1)[C@@H]1[C@@H](C1)C(=O)NC=1N=NC=C(C1)NCC1=CC=C(C=C1)CN1C(C=CC=C1)=O |r| rac-(1R*,2S*)-2-(3-chlorophenyl)-N-(5-((4-((2-oxopyridin-1(2H)-yl)methyl)benzyl)amino)pyridazin-3-yl)cyclopropane-1-carboxamide